C(C)(=O)OCC1N(CCN(C1)C(CCNC(=O)OCC1[C@H]2CCC#CCC[C@@H]12)=O)CC(=O)O 2-(acetoxymethyl)-4-(N-(((1R,8S,9s)-bicyclo[6.1.0]non-4-yn-9-yl)methoxycarbonyl)-beta-alanyl)-1-piperazineacetic acid